3-(1-methyl-6-((R)-piperidin-3-yl)-1H-indazol-3-yl)piperidine-2,6-dione CN1N=C(C2=CC=C(C=C12)[C@@H]1CNCCC1)C1C(NC(CC1)=O)=O